CC1(CC2=CC=C(C=C2C1)C)C(=O)OCC ethyl 2,5-dimethyl-2,3-dihydro-1H-indene-2-carboxylate